2-(4-cyanobenzyl)benzo[d]thiazole-6-carboxylic acid C(#N)C1=CC=C(CC=2SC3=C(N2)C=CC(=C3)C(=O)O)C=C1